FC1=C(C(=O)N([C@H]2CNCCC2)C2=NC=CC3=CC(=CC(=C23)C)F)C=CC(=C1)C=1C=NN2C1N=CC=C2 (R)-2-fluoro-N-(6-fluoro-8-methylisoquinolin-1-yl)-N-(piperidin-3-yl)-4-(pyrazolo[1,5-a]pyrimidin-3-yl)benzamide